vanadium (V)-antimony [Sb+3].[V+5]